(-)-[3-[[2-Fluoro-4-(trifluoromethyl)phenyl]methoxy]azetidin-1-yl]-[(1R,9S)-8-oxa-3,4,5,11-tetrazatricyclo[7.3.0.02,6]dodeca-2(6),4-dien-11-yl]methanone FC1=C(C=CC(=C1)C(F)(F)F)COC1CN(C1)C(=O)N1C[C@H]2OCC=3N=NNC3[C@H]2C1